BrC=1C=C(C=CC1)C1(OC2=C(C1)C=CC=C2)C[Se]C2=CC=CC=C2 2-(3-bromophenyl)-2-((phenylseleno)methyl)-2,3-dihydrobenzofuran